C(=O)C1=C(C=C(C=C1)CC(=O)OCC)OC ethyl 2-(4-formyl-3-methoxyphenyl)acetate